N-(4-methoxybenzyl)-5-((5-methylpyrimidin-2-yl)oxy)pyridin-2-amine COC1=CC=C(CNC2=NC=C(C=C2)OC2=NC=C(C=N2)C)C=C1